3-fluoro-3-methylazetidine hydrochloride Cl.FC1(CNC1)C